3-Chloro-N-[(fluorocyclopropyl)methyl]-5-(4,4,5,5-tetramethyl-1,3,2-dioxaborolan-2-yl)pyridine-2-carboxamide ClC=1C(=NC=C(C1)B1OC(C(O1)(C)C)(C)C)C(=O)NCC1(CC1)F